OC1=CC(=CC=2C(C3=CC(=CC(=C3C(C12)=O)O)C)=O)OC 1,8-dihydroxy-3-methoxy-6-methyl-anthracene-9,10-dione